cyclopentadienone iridium [Ir].C1(C=CC=C1)=O